C1(CC1)CN1C(=CC=2C1=NC(=CC2)C2=CC=1N(C=C2)C(=NN1)C)C1=NN2C(C=CC(=C2)C=O)=C1C (2-(1-(cyclopropylmethyl)-6-(3-methyl-[1,2,4]triazolo[4,3-a]pyridin-7-yl)-1H-pyrrolo[2,3-b]pyridin-2-yl)-3-methylpyrazolo[1,5-a]pyridin-6-yl)methanone